tert-butyl 6-(4-Fluorophenyl-2,3,5,6-d4)-3-methyl-3,4-dihydropyridine-1(2H)-carboxylate FC1=C(C(=C(C(=C1[2H])[2H])C1=CCC(CN1C(=O)OC(C)(C)C)C)[2H])[2H]